3-chloro-4-(cyclobutylmethoxy)aniline ClC=1C=C(N)C=CC1OCC1CCC1